C[Si](O)(C)C Trimethyl-silanol